FC=1C=CC2=C(NC(=NS2(=O)=O)NCC2=CC(=CC=C2)F)C1C(C)C1=C(C=CC=C1)C 6-fluoro-3-((3-fluorobenzyl)amino)-5-(1-(o-tolyl)ethyl)-4H-benzo[e][1,2,4]thiadiazine 1,1-dioxide